CC1=CC=C2C(=N1)C1(C(N2)=O)CCCC1 5'-Methylspiro[cyclopentane-1,3'-pyrrolo[3,2-b]pyridin]-2'(1'H)-one